NC/C(/COC1=CC=C(C=C1)S(=O)(=O)CC12CCC(CC1)(CC2)N2C(C(CC2)C)=O)=C\F (E)-1-(4-(((4-((2-(aminomethyl)-3-fluoroallyl)oxy)phenyl)sulfonyl)methyl)bicyclo[2.2.2]octan-1-yl)-3-methylpyrrolidin-2-one